FN1NC(=CC=C1)F 2,6-difluoropyridazine